ClC=1NC2=CC=CC=C2C1C=C(C#N)C#N 2-(2-chloro-1H-indol-3-ylmethylene)-malononitrile